tertbutyl-peroxyethylhexanoate C(C)(C)(C)OOCCC(C(=O)[O-])CCCC